1,3,5,7-tetraazaadamantane N12CN3CN(CN(C1)C3)C2